((ethyl(methyl)amino)methyl)-2-oxo-2H-chromen-7-yl dimethylcarbamate CN(C(OC1=CC=C2C=C(C(OC2=C1)=O)CN(C)CC)=O)C